1-(4-((4-(4-(3-(5-(((1-acetylpiperidin-4-yl)amino)methyl)-6-methoxypyridin-2-yl)-2-chlorophenyl)-3-chloropyridin-2-yl)-2-methoxybenzyl)amino)piperidin-1-yl)-2-methylpropan-1-one C(C)(=O)N1CCC(CC1)NCC=1C=CC(=NC1OC)C=1C(=C(C=CC1)C1=C(C(=NC=C1)C1=CC(=C(CNC2CCN(CC2)C(C(C)C)=O)C=C1)OC)Cl)Cl